(1r,4r)-4-(3-chloroanilino)-2'-{1-[(pyridin-4-yl)methyl]azetidin-3-yl}spiro[cyclohexane-1,1'-indene]-4-carboxylic acid ClC=1C=C(NC2(CCC3(C(=CC4=CC=CC=C34)C3CN(C3)CC3=CC=NC=C3)CC2)C(=O)O)C=CC1